tert-butyl (2-(4-acetylphenyl)-7,7-dimethyl-1,3-dioxo-2,3,5,12b-tetrahydro-1H,7H-chromeno[4,3-c][1,2,4]triazolo[1,2-a]pyridazin-10-yl)(ethyl)carbamate C(C)(=O)C1=CC=C(C=C1)N1C(N2N(CC=C3C2C=2C=CC(=CC2OC3(C)C)N(C(OC(C)(C)C)=O)CC)C1=O)=O